6-bromo-2-chlorothiazolo[4,5-c]pyridine BrC1=CC2=C(C=N1)N=C(S2)Cl